(4-methoxyphenyl)-5-((1-methyl-1H-pyrazol-3-yl)methoxy)isoindolin-1-one COC1=CC=C(C=C1)N1C(C2=CC=C(C=C2C1)OCC1=NN(C=C1)C)=O